NC1=NC=CC(=N1)C1=C(N=C(S1)N)C 5-(2-aminopyrimidin-4-yl)-4-methylthiazol-2-amine